C1(CC1)C1=C(C(=NO1)C1=C(C=NC=C1Cl)Cl)COC12CCC(CC1)(CC2)COC2=CC=C1C=CN=C(C1=C2)OC(C)C 7-((4-((5-Cyclopropyl-3-(3,5-dichloropyridin-4-yl)isoxazol-4-yl)methoxy)bicyclo[2.2.2]octan-1-yl)methoxy)-1-isopropoxyisochinolin